adamantanol methacrylate C(C(=C)C)(=O)OC12CC3CC(CC(C1)C3)C2